C1(CC1)CN1C(CN(CC1)CC1=CC=C2C=C(C(NC2=C1)=O)CC)=O 7-((4-(Cyclopropylmethyl)-3-oxopiperazin-1-yl)methyl)-3-ethylquinolin-2(1H)-one